2-aminopropane-1-thiolate hydrochloride Cl.NC(C[S-])C